5-methyl-7-(6-(piperidin-4-yloxy)pyridin-3-yl)-5H-pyrido[4,3-b]indole CN1C2=C(C=3C=CC(=CC13)C=1C=NC(=CC1)OC1CCNCC1)C=NC=C2